2,3-dihydrofuro[3,2-b]pyridine-5-carboxamide O1CCC2=NC(=CC=C21)C(=O)N